C(CCCCC\C=C/CCCCCCCC)CC(=O)[O-] (Z)-7-Hexadecenylacetat